C1(CCCC1)NC1=NC(=NC=C1C=CC(=O)O)NC1=C(C=C(C=C1)N1CCN(CC1)C)OC 3-(4-(Cyclopentylamino)-2-((2-methoxy-4-(4-methylpiperazin-1-yl)phenyl)amino)pyrimidin-5-yl)acrylic acid